Isoeicosane CCCCCCCCCCCCCCCCCC(C)C